4-(2,3-Dihydrobenzo[b][1,4]dioxin-6-yl)-5-(2-methylpyridin-4-yl)-1H-imidazol-2-amine O1C2=C(OCC1)C=C(C=C2)C=2N=C(NC2C2=CC(=NC=C2)C)N